FC(C(C(F)(F)F)(C=1C=C(C=CC1)O)C=1C=C(C=CC1)O)(F)F 3,3'-(hexafluoroisopropylidene)diphenol